9-methylpyrrolo[1,2-a]quinoxaline CC=1C=CC=C2N=CC=3N(C12)C=CC3